3-(7-cyclopropyl-2-phenyl-1H-indol-3-yl)-N-(5-oxo-1,2-dihydropyrrol-4-yl)propionamide C1(CC1)C=1C=CC=C2C(=C(NC12)C1=CC=CC=C1)CCC(=O)NC1=CCNC1=O